5-(2'-(4-methyl-4H-1,2,4-triazol-3-yl)-[1,1'-biphenyl]-3-yl)-6-oxo-3-(trifluoromethyl)-1,6-dihydropyridine-2-carboxylic Acid CN1C(=NN=C1)C1=C(C=CC=C1)C1=CC(=CC=C1)C1=CC(=C(NC1=O)C(=O)O)C(F)(F)F